C(C)OC(NC=1C=C(C=C2C(=C(NC12)C)C(C)=O)C(NC1=C(C=CC=C1)OC)=O)=O (3-acetyl-5-((2-methoxyphenyl)carbamoyl)-2-methyl-1H-indol-7-yl)carbamic acid ethyl ester